NC1=C(N=C(N1C1=C(C(=CC=C1C)OC)C)C(=O)NC1=CC=C(C=C1)F)C#N 5-amino-4-cyano-N-(4-fluorophenyl)-1-(3-methoxy-2,6-dimethylphenyl)-1H-imidazole-2-carboxamide